FC=1C(=C(C=CC1F)C(C)N1C[C@@H](N(C[C@H]1C)C=1C=2C(N(C(C1)=O)C)=CN(N2)CC#N)C)OC 2-(7-((2S,5R)-4-(1-(3,4-difluoro-2-methoxyphenyl)ethyl)-2,5-dimethylpiperazin-1-yl)-4-methyl-5-oxo-4,5-dihydro-2H-pyrazolo[4,3-b]pyridin-2-yl)acetonitrile